C1(CC1)C1=CC(=C2C(=NC(N(C2=C1)C1=C(C=CC=C1)C)=O)NC)OC 7-Cyclopropyl-5-methoxy-4-(methylamino)-1-(o-tolyl)quinazolin-2(1H)-one